C(CCC)OC(=O)N1CC(C1)(CC#N)N1N=CC(=C1)C1=NC(=NC=C1)Cl 3-(4-(2-chloropyrimidin-4-yl)-1H-pyrazol-1-yl)-3-(cyanomethyl)azetidine-1-carboxylic acid Butyl ester